(1-methyl-3-(6-methyl-2-((1-(methylsulfonyl)piperidin-4-yl)amino)pyrido[3,4-d]pyrimidin-8-yl)cyclobutyl)methanol CC1(CC(C1)C1=NC(=CC2=C1N=C(N=C2)NC2CCN(CC2)S(=O)(=O)C)C)CO